O1CCN(CC1)C(=O)N1CC2=C(CC1)C=C(S2)C2=NOC(=N2)C(F)(F)F morpholino(2-(5-(trifluoromethyl)-1,2,4-oxadiazol-3-yl)-4,7-dihydrothieno[2,3-c]pyridin-6(5H)-yl)methanone